(S)-4-(2-(4-(4-(3-(tert-butoxy)-2-((1,3-dioxoisoindolin-2-yl)oxy)-3-oxopropoxy)phenyl)-1H-pyrazol-1-yl)ethyl)-4-methylmorpholine-4-ium iodide [I-].C(C)(C)(C)OC([C@H](COC1=CC=C(C=C1)C=1C=NN(C1)CC[N+]1(CCOCC1)C)ON1C(C2=CC=CC=C2C1=O)=O)=O